FC=1C=C(C=NC1OCC(F)(F)F)[C@@H](NC(=O)[C@H]1NC(NC1)=O)C1=NC(=C(C=C1)F)C(F)(F)F |o1:13| (S)-N-((R or S)-(5-fluoro-6-(2,2,2-trifluoroethoxy)pyridin-3-yl)(5-fluoro-6-(trifluoromethyl)pyridin-2-yl)methyl)-2-oxoimidazolidine-4-carboxamide